C1(=CC=CC=C1)N1N=C(C(=C1C#N)C1=CC=C(C=C1)C(F)(F)F)C(F)(F)F 1-phenyl-3-trifluoromethyl-4-(4-(trifluoromethyl)phenyl)-1H-pyrazole-5-carbonitrile